N[C@H]1CC=CC[C@@H]1CO ((1S,6S)-6-aminocyclohex-3-en-1-yl)methanol